2-(3-Tert-butyl-5-octyloxycarbonylethyl-2-hydroxyphenyl)benzotriazole C(C)(C)(C)C=1C(=C(C=C(C1)CCC(=O)OCCCCCCCC)N1N=C2C(=N1)C=CC=C2)O